FC(C(=O)O)(F)F.COC1=CC=2C(=NC(=C3CCCNC23)C)C=C1OCCCN1CCCC1 1-[3-({9-methoxy-5-methyl-1H,2H,3H,4H-benzo[h]1,6-naphthyridin-8-yl}oxy)propyl]pyrrolidine trifluoroacetate